2-(1,7-dimethoxy-5-methoxycarbonyl-benzoimidazol-2-yl)-1,9-diazatricyclo[6.3.1.04,12]dodeca-2,4(12),5,7-tetraene-9-carboxylate CON1C(=NC2=C1C(=CC(=C2)C(=O)OC)OC)C=2N1CCN(C3=CC=CC(C2)=C13)C(=O)[O-]